FC1(COC12CCC(CC2)NC(=O)C2C[C@H]1CC[C@@H](C2)N1C(=O)C1=NNC(=C1)C1=CC(=NC=C1F)OC)F (1r,3s,5s)-N-(3,3-difluoro-1-oxaspiro[3.5]non-7-yl)-8-(5-(5-fluoro-2-methoxypyridin-4-yl)-1H-pyrazole-3-carbonyl)-8-azabicyclo[3.2.1]octane-3-carboxamide